2-(2-(cyclopropanesulfonylamino)thiazol-4-yl)-2-methyl-N-(4-(pyridin-3-yl)-2-(trifluoromethoxy)phenyl)propanamide C1(CC1)S(=O)(=O)NC=1SC=C(N1)C(C(=O)NC1=C(C=C(C=C1)C=1C=NC=CC1)OC(F)(F)F)(C)C